monocalcium chloride [Cl-].[Ca+2].[Cl-]